tetramethyloxetane CC1(CC(O1)(C)C)C